(S)-2-chloro-N-(2-((5-chloro-3-fluoropyridin-2-yl)amino)-1-cyclopropyl-2-oxoethyl)-N-(4-(trifluoromethyl)benzyl)acetamide ClCC(=O)N(CC1=CC=C(C=C1)C(F)(F)F)[C@H](C(=O)NC1=NC=C(C=C1F)Cl)C1CC1